NC1=CC=C(C=N1)OC=1C=C(C=CC1)NC(=O)NC1=CC(=C(C=C1)F)Cl 1-(3-((6-aminopyridin-3-yl)oxy)phenyl)-3-(3-chloro-4-fluorophenyl)urea